1-methylpiperazine-1-ium C[NH+]1CCNCC1